C(C)C(C=O)CC\C=C(\CCC=C(C)C)/C (E)-2-ethyl-6,10-dimethylundec-5,9-dienal